CC1=C(C=C(C=C1)NC([C@@H](C1=CC=CC=C1)NC(OC(C)(C)C)=O)=O)C(N[C@H](C)C1=CC=CC2=CC=CC=C12)=O tert-butyl ((R)-2-((4-methyl-3-(((R)-1-(naphthalen-1-yl)ethyl) carbamoyl) phenyl) amino)-2-oxo-1-phenylethyl)carbamate